1-(4-chloro-3-fluoro-phenyl)-2-(dimethylamino)ethanone ClC1=C(C=C(C=C1)C(CN(C)C)=O)F